N-(4-(5-((3R,5S)-5-amino-1-methylpiperidin-3-yl)-1,2,4-oxadiazol-3-yl)-2-fluorophenyl)-6-(1H-pyrazol-5-yl)picolinamide N[C@H]1C[C@H](CN(C1)C)C1=NC(=NO1)C1=CC(=C(C=C1)NC(C1=NC(=CC=C1)C1=CC=NN1)=O)F